FC1(C(C1)C(=O)NC1=NC=C2C=C(C=3N(C2=C1)CCN3)C=3C=NC(=CC3C)C(CC)O)F 2,2-difluoro-N-{4-[6-(1-hydroxypropyl)-4-methylpyridin-3-yl]-1h,2h-imidazo[1,2-a]1,6-naphthyridin-8-yl}cyclopropane-1-carboxamide